(3R)-3-(5-(1'-(4-((3-(2,6-dioxopiperidin-3-yl)-1-methyl-1H-indazol-6-yl)oxy)-benzyl)-[4,4'-bipiperidin]-1-yl)-1-oxoisoindolin-2-yl)-3-(3-ethoxy-4-methoxyphenyl)propane-nitrile O=C1NC(CCC1C1=NN(C2=CC(=CC=C12)OC1=CC=C(CN2CCC(CC2)C2CCN(CC2)C=2C=C3CN(C(C3=CC2)=O)[C@H](CC#N)C2=CC(=C(C=C2)OC)OCC)C=C1)C)=O